C(C)(C)[C@@H]1N(C(OC1)=O)C(\C(=C\C)\C)=O (4S)-4-isopropyl-3-[(E)-2-methylbut-2-enoyl]oxazolidin-2-one